OCCCC(OC(C=C)=O)(OC(C=C)=O)OC(C=C)=O 3-hydroxy(1,1,1-triacryloxymethyl)propane